Methyl (S)-4-(1-(1-(2-fluorobenzyl)-6-(trifluoromethyl)-2,3-dihydro-1H-imidazo[1,2-b]pyrazole-7-carboxamido)ethyl)benzoate FC1=C(CN2CCN3N=C(C(=C32)C(=O)N[C@@H](C)C3=CC=C(C(=O)OC)C=C3)C(F)(F)F)C=CC=C1